[N+](=O)([O-])C1=CC=C2C(C(NC2=C1)=O)=O 6-nitroindoline-2,3-dione